C(C)(C)(C)N(C(O)=O)C1=C(C(=C(C=C1)F)I)Cl.C(=O)(O)C=1C=C2C=CC(=CC2=CC1)C1=CC(=C2C=CC3=C(C=C(C4=CC=C1C2=C34)C3=CC4=CC=C(C=C4C=C3)C(=O)O)C3=CC4=CC=C(C=C4C=C3)C(=O)O)C3=CC4=CC=C(C=C4C=C3)C(=O)O 1,3,6,8-tetrakis(6-carboxy-2-naphthyl)pyrene Tert-butyl-(2-chloro-4-fluoro-3-iodophenyl)carbamate